6-(4-quinoxalin-2-ylpyrazol-1-yl)hexan-1-ol N1=C(C=NC2=CC=CC=C12)C=1C=NN(C1)CCCCCCO